NC(CN(C(COC=1C=C(OC2=CC=C(C=N2)C(=O)N[C@H](C(=O)OC)CCC(C)(C)C)C=CC1)=O)CCOC1CN(C1)C(COCC#C)=O)=O methyl (2S)-2-[[6-[3-[2-[(2-amino-2-oxo-ethyl)-[2-[1-(2-prop-2-ynoxyacetyl)azetidin-3-yl]oxyethyl]amino]-2-oxo-ethoxy]phenoxy]pyridine-3-carbonyl]amino]-5,5-dimethyl-hexanoate